C(C1=CC=CC=C1)N(C1C[C@H]([C@](CC1)(O)C(F)(F)F)O)CC1=CC=CC=C1 (1S,2R)-4-(dibenzylamino)-1-(trifluoromethyl)cyclohexane-1,2-diol